1-(p-chlorophenyl)ethanol ClC1=CC=C(C=C1)C(C)O